4-chloro-N3-[4-(difluoromethoxy)-2-methylphenyl]-6-fluoro-N1-[(4-fluorophenyl)methyl]benzene-1,3-dicarboxamide ClC1=C(C=C(C(=C1)F)C(=O)NCC1=CC=C(C=C1)F)C(=O)NC1=C(C=C(C=C1)OC(F)F)C